3,5-diamino-4'-aminobenzanilide NC=1C=C(C(=O)NC2=CC=C(C=C2)N)C=C(C1)N